AluminaOctadecylsilane Zirconium [Zr].[AlH](CCCCCCCCCCCCCCCCC)[SiH3]